C(C)OC1=CC=C(C=C1)C1=CC=C(N1)C(=O)NC1=NC(=CC=C1)C1=NN=CN1C(C)C 5-(4-Ethoxyphenyl)-N-(6-(4-isopropyl-4H-1,2,4-triazol-3-yl)pyridin-2-yl)-1H-pyrrol-2-carboxamid